(4-methoxy-2-methyl-phenyl)boronic acid COC1=CC(=C(C=C1)B(O)O)C